NC(CC1=C(C=2N=NC=C(C2S1)NCC=1SC=CC1)Br)CC1(CC1)F 6-[2-amino-3-(1-fluorocyclopropyl)propyl]-7-bromo-N-[(thiophen-2-yl)methyl]thieno[3,2-c]pyridazin-4-amine